tert-butyl 1-(3,4-difluorophenyl)-2-oxo-1,9-diazaspiro[5.5]undecane-9-carboxylate FC=1C=C(C=CC1F)N1C(CCCC12CCN(CC2)C(=O)OC(C)(C)C)=O